N-(2-chloropyrimidin-5-yl)-6-methoxyisoquinolin-1-amine ClC1=NC=C(C=N1)NC1=NC=CC2=CC(=CC=C12)OC